2-benzyl-7-(trifluoromethoxy)imidazo[1,2-c]quinazolin-5-amine C(C1=CC=CC=C1)C=1N=C2N(C(=NC=3C(=CC=CC23)OC(F)(F)F)N)C1